(1S,3S)-3-((6-(1-Methyl-5-(((methyl(pentan-3-yl)carbamoyl)oxy)methyl)-1H-pyrazol-4-yl)pyridin-3-yl)oxy)cyclohexan CN1N=CC(=C1COC(N(C(CC)CC)C)=O)C1=CC=C(C=N1)OC1CCCCC1